2-(2-chlorophenyl)-N-(4-((cyclopropylmethoxy)methyl)-3-sulfamoylphenyl)acetamide ClC1=C(C=CC=C1)CC(=O)NC1=CC(=C(C=C1)COCC1CC1)S(N)(=O)=O